ClC=1C(=CC(=C(C1)C1=NNC=C1C=1N=C2C=C(C=NC2=CC1)N1C[C@H](CC1)N(C)C)F)F |r| rac-(3S)-1-[6-[3-(5-chloro-2,4-difluoro-phenyl)-1H-pyrazol-4-yl]-1,5-naphthyridin-3-yl]-N,N-dimethyl-pyrrolidin-3-amine